C1NC[C@@H]2CCCC[C@@H]12 trans-perhydroisoindole